1-(3-amino-6-((2,3-dihydro-1H-inden-4-yl)amino)-5-fluoro-1H-pyrazolo[3,4-b]pyridin-1-yl)propan-2-one NC1=NN(C2=NC(=C(C=C21)F)NC2=C1CCCC1=CC=C2)CC(C)=O